C(CCCCCCCCCCCCCCCCCC)[Si](OC)(OC)OC nonadecyl-trimethoxysilane